C(C1=CC=CC=C1)OC1C(N(CC(C1OCC1=CC=CC=C1)OCC1=CC=CC=C1)CC1CCC(CC1)(F)F)C 3,4,5-tris(benzyloxy)-1-((4,4-difluorocyclohexyl)methyl)-2-methylpiperidine